C(#N)N1CC(CC1)NC(C1=CN=C(C=C1)N1CCC(CC1)OC1=CC=CC=C1)=O N-(1-cyanopyrrolidin-3-yl)-6-(4-phenoxy-piperidin-1-yl)nicotinamide